2-HYDROXY-4-METHYLMERCAPTOBUTANOIC ACID OC(C(=O)O)CCSC